(R)-6-(3,5-dimethylisoxazol-4-yl)-4-nitro-1-(1-phenylethyl)-1H-benzo[d]imidazol-2(3H)-one CC1=NOC(=C1C=1C=C(C2=C(N(C(N2)=O)[C@H](C)C2=CC=CC=C2)C1)[N+](=O)[O-])C